methyl 3-(9-((4-(aminomethyl)-2-(cyclopropylcarbamoyl)-6-methylphenyl)carbamoyl)-4,5-dihydrobenzo[b]thieno[2,3-d]oxepin-8-yl)-6-(propylcarbamoyl)picolinate NCC1=CC(=C(C(=C1)C)NC(=O)C1=CC2=C(OCCC3=C2SC=C3)C=C1C=1C(=NC(=CC1)C(NCCC)=O)C(=O)OC)C(NC1CC1)=O